N,N'-(thiodi-p-phenylene)bismaleimide S(C1=CC=C(C=C1)N1C(C=CC1=O)=O)C1=CC=C(C=C1)N1C(C=CC1=O)=O